ClC1=C(C=CC(=C1)C#N)C=1C=CC(=C2C=CC=NC12)C[C@@H](C(=O)O)NC(C1=C(C=C(C=C1F)C(C)O)F)=O (2S)-3-(8-(2-chloro-4-cyanophenyl)quinolin-5-yl)-2-(2,6-difluoro-4-(1-hydroxyethyl)benzamido)propanoic acid